FC1=CC=C(COC2=C(C3=CC=CC=C3C=C2)CCN2CCN(CC2)C)C=C1 1-(2-(4-Fluorobenzyloxy)-1-naphthylethyl)-4-methylpiperazine